C1(=CC=CC=C1)N Benzenamine